FC=1C=C(C=CC1)N1C(C=CC1=O)=O 1-(3-Fluorophenyl)-1H-pyrrole-2,5-dione